C(C1=CC=CC=C1)OC(=O)N1CCC2(C[C@@H](CO2)N(C[C@H](COC2=CC(=CC=C2)S(=O)(=O)C)O)C(=O)OC(C)(C)C)CC1 (S)-benzyl-3-((tert-butoxycarbonyl)((R)-2-hydroxy-3-(3-(methylsulfonyl)phenoxy)propyl)amino)-1-oxa-8-azaspiro[4.5]decane-8-carboxylate